N-[5-[2-(cyanomethoxy)-5-(2-cyano-2-methyl-propoxy)-4-pyridyl]pyrazolo[1,5-a]pyridin-2-yl]cyclopropanecarboxamide C(#N)COC1=NC=C(C(=C1)C1=CC=2N(C=C1)N=C(C2)NC(=O)C2CC2)OCC(C)(C)C#N